(1r,4r)-4-(2-(tert-butylamino)-8-((3-(trifluoromethyl)phenyl)amino)-9H-purin-9-yl)cyclohexane-1-carboxamide C(C)(C)(C)NC1=NC=C2N=C(N(C2=N1)C1CCC(CC1)C(=O)N)NC1=CC(=CC=C1)C(F)(F)F